C(C)(=O)[O-].COCCN1C(=[N+](C=C1)CCOC)C 1,3-bis(2-methoxyethyl)-2-methyl-imidazolium acetate